N-benzyl-2-chloro-N-(2-chloroethyl)ethane-1-amine C(C1=CC=CC=C1)N(CCCl)CCCl